BrC(C(=O)N1CCC2=CC=C(C=C12)OC(F)(F)F)C1=C(C=C(C=C1)F)OC 2-bromo-2-(4-fluoro-2-methoxyphenyl)-1-(6-(trifluoromethoxy)indolin-1-yl)ethanone